(S)-3-(5-(4-((1-(2-Fluoro-4-((1R,2R)-6-hydroxy-2-isobutyl-1,2,3,4-tetrahydronaphthalen-1-yl)phenyl)piperidin-4-yl)methyl)piperazin-1-yl)-1-oxoisoindolin-2-yl)piperidine-2,6-dione FC1=C(C=CC(=C1)[C@H]1[C@H](CCC2=CC(=CC=C12)O)CC(C)C)N1CCC(CC1)CN1CCN(CC1)C=1C=C2CN(C(C2=CC1)=O)[C@@H]1C(NC(CC1)=O)=O